5-[3-(3-hydroxyphenoxy)azetidine-1-yl]-5-methyl-2,2-diphenyl-hexanenitrile benzoate C(C1=CC=CC=C1)(=O)O.OC=1C=C(OC2CN(C2)C(CCC(C#N)(C2=CC=CC=C2)C2=CC=CC=C2)(C)C)C=CC1